CNC(=O)C1CNC(O1)=O N-methyl-2-oxooxazolidine-5-carboxamide